4-[7-(difluorometh-yl)imidazo[1,2-a]pyridin-3-yl]-7-[[5-(4-hydroxy-1-piperidyl)-2-pyridyl]amino]isoindolin-1-one FC(C1=CC=2N(C=C1)C(=CN2)C2=C1CNC(C1=C(C=C2)NC2=NC=C(C=C2)N2CCC(CC2)O)=O)F